ClC1=CC=C(C=C1)C1=CC=C(C=C1)[C@H]1[C@@H](C1)NCCC1CCOCC1 (Trans)-2-(4'-chloro-[1,1'-biphenyl]-4-yl)-N-(2-(tetrahydro-2H-pyran-4-yl)ethyl)cyclopropanamine